C(C1=CC=CC=C1)(=S)OCOC(C)(C)C (tert-butoxymethyl) thiobenzoate